tert-Butyl 2,2-dimethyl-4-((methylsulfonyl)oxy)pyrrolidine-1-carboxylate CC1(N(CC(C1)OS(=O)(=O)C)C(=O)OC(C)(C)C)C